thiophenic acid S1C(=CC=C1)C(=O)O